COC1=CC=C2C=CC(OC2=C1)=O 7-methoxycoumarine